ClC1=C(C=CC=C1)NCC1=NC(=NO1)C1=CN=C2N1N=C(C=C2)NC=2C=C1C=NNC1=CC2 3-{5-{[(2-chlorophenyl)amino]methyl}-1,2,4-oxadiazol-3-yl}-N-(1H-indazol-5-yl)imidazo[1,2-b]pyridazin-6-amine